4-{1-[(1R)-1-(4-chlorophenyl)-2-[(5-chloropyridin-2-yl)methyl]-7-fluoro-1-(2-hydroxyethoxy)-3-oxo-2,3-dihydro-1H-isoindol-5-yl]-1-hydroxyethyl}-1lambda6-thiacyclohexane-1,1-dione ClC1=CC=C(C=C1)[C@@]1(N(C(C2=CC(=CC(=C12)F)C(C)(O)C1CCS(CC1)(=O)=O)=O)CC1=NC=C(C=C1)Cl)OCCO